ClC1=NC(=CC(=C1)C1(CCC1)CC1=NN=CN1C)Cl 2,6-dichloro-4-(1-((4-methyl-4H-1,2,4-triazol-3-yl)methyl)cyclobutyl)pyridine